1-(6-(Aminomethyl)pyridazin-4-yl)dihydropyrimidine-2,4(1H,3H)-dione NCC1=CC(=CN=N1)N1C(NC(CC1)=O)=O